FC1=CC=C(C=C1)[C@H](C)NC1=NC(=CC(=C1)COC)NC1=NC=CN=C1 (S)-N2-[1-(4-fluorophenyl)ethyl]-4-(methoxymethyl)-N6-(pyrazin-2-yl)pyridine-2,6-diamine